FC1=CC=C(C=C1)C=1C=NC(=NC1)NC1CC(CCC1)N(C)C N1-(5-(4-fluorophenyl)pyrimidin-2-yl)-N3,N3-dimethylcyclohexane-1,3-diamine